C(C(O)C(O)C(=O)[O-])(=O)[O-].[Zn+2].[Cu+2].C(C(O)C(O)C(=O)[O-])(=O)[O-] copper-zinc tartarate